C(#N)C1=C(SC2=C1C(=NC=C2F)C=2C1=C(C=3C=NC(=NC3C2F)N2[C@H]([C@H](CC2)NCC(C)C)C)COC1)NC(OC(C)(C)C)=O tert-Butyl (3-cyano-7-fluoro-4-(5-fluoro-3-((2S,3S)-3-(isobutylamino)-2-methylpyrrolidin-1-yl)-7,9-dihydrofuro[3,4-f]quinazolin-6-yl)thieno[3,2-c]pyridin-2-yl)carbamate